N1=C(C=CC2=CC=CC=C12)C=1NC=CN1 quinolinyl-imidazole